ClCC(=O)N(C[C@H]1C(NCC1)=O)CC([C@H](CC(C)C)NC(C(F)(F)F)=O)=O N-((S)-1-(2-chloro-N-(((S)-2-oxopyrrolidin-3-yl)methyl)acetamido)-5-methyl-2-oxohexan-3-yl)-2,2,2-trifluoroacetamide